OC1=C(C=CC=C1)C1=CC=CC=C1 2-Hydroxybiphenyl